tert-Butyl (3R)-3-(3-chloro-5-cyano-7H-pyrrolo[2,3-c]pyridazin-7-yl)piperidine-1-carboxylate ClC1=CC2=C(N=N1)N(C=C2C#N)[C@H]2CN(CCC2)C(=O)OC(C)(C)C